3-((6-methylimidazo[1,2-a]pyridin-2-yl)methyl)-8-phenylpyrido[4,3-d]pyrimidin-4(3H)-one CC=1C=CC=2N(C1)C=C(N2)CN2C=NC1=C(C2=O)C=NC=C1C1=CC=CC=C1